3-(bromomethyl)-2-methylpyrrolidine-1-carboxylic acid tert-butyl ester C(C)(C)(C)OC(=O)N1C(C(CC1)CBr)C